FC(C=1C(=C(C=CC1)[C@@H](C)NC1=NC(=NC2=CC3=C(C=C12)N(C(CO3)=O)C3COCC3)C)F)F 4-(((R)-1-(3-(difluoromethyl)-2-fluorophenyl)ethyl)amino)-2-methyl-6-(tetrahydrofuran-3-yl)-6H-[1,4]oxazino[3,2-g]quinazolin-7(8H)-one